Cl.C=1(C(=CC=CC1)C(=O)N)C toluamide monohydrochloride